2-ethyl-2-tert-butyl-1,3-propanediol C(C)C(CO)(CO)C(C)(C)C